N1(CCOCC1)CCOC=1C=CC=CC1 3-[2-(morpholin-4-yl)ethoxy]benzene